(6R)-17-amino-12-[(2,2-dimethyl-3H-benzofuran-5-yl)methyl]-6-hydroxy-6,15-bis(trifluoromethyl)-19-oxa-3,4,12,18-tetrazatricyclo[12.3.1.12,5]nonadeca-1(18),2,4,14,16-pentaen-13-one NC1=CC(=C2C(N(CCCCC[C@@](C3=NN=C(C1=N2)O3)(C(F)(F)F)O)CC=3C=CC2=C(CC(O2)(C)C)C3)=O)C(F)(F)F